NC1=NC=C(C=C1C1=C(C=C(C=C1)NC(=O)C=1C(N(C(=C(C1)C1CC1)C#N)C1=CC=C(C=C1)F)=O)F)C=1C=NN(C1)C N-(4-(2-amino-5-(1-methyl-1H-pyrazol-4-yl)pyridin-3-yl)-3-fluorophenyl)-6-cyano-5-cyclopropyl-1-(4-fluorophenyl)-2-oxo-1,2-dihydropyridine-3-carboxamide